C(C)N1CC=2N(CC1)N=C(C2)[N+](=O)[O-] 5-Ethyl-2-nitro-4,5,6,7-tetrahydropyrazolo[1,5-a]pyrazine